NC1=CC=2C=CC=C(C2C=C1)O.[Na] sodium 2-amino-5-naphthol